(4,4-difluoropiperidin-1-yl)-3,6-dimethyl-4H-chromen-4-one FC1(CCN(CC1)C=1OC2=CC=C(C=C2C(C1C)=O)C)F